3-[(1S,4S)-2-oxa-5-azabicyclo[2.2.1]heptan-5-yl]propan-1-ol [C@@H]12OC[C@@H](N(C1)CCCO)C2